Ethyl Dicarbonate L-Lysine Salt N[C@@H](CCCCN)C(=O)O.C(=O)(OCC)OC(=O)O